4-((2-((3-fluoro-4-(4-methylpiperazin-1-yl)phenyl)amino)-5-methylpyrimidin-4-yl)amino)benzoic acid FC=1C=C(C=CC1N1CCN(CC1)C)NC1=NC=C(C(=N1)NC1=CC=C(C(=O)O)C=C1)C